4-((3-(4-methoxy-phenyl)imidazo[1,2-a]pyrazin-8-yl)amino)-N,N,2-trimethylbenzamide COC1=CC=C(C=C1)C1=CN=C2N1C=CN=C2NC2=CC(=C(C(=O)N(C)C)C=C2)C